ClC1=C(C=C(CNC(C(=O)NN)=O)C=C1)F N-(4-chloro-3-fluorobenzyl)-2-hydrazino-2-oxoacetamide